BrC1=C(N=NC(=C1)Cl)C#CC1CCN(CC1)C(=O)OC(C)(C)C tert-butyl 4-((4-bromo-6-chloropyridazin-3-yl)ethynyl)piperidine-1-carboxylate